BrC=1C=C2C=C(C(=NC2=CC1)OC)C(C(CCN(C)CC1=C(C=C(C=C1)OC)OC)(O)C1=CC(=NC(=C1)OC)OC)C1=CC(=CC=C1)F 1-(6-bromo-2-methoxyquinolin-3-yl)-4-((2,4-dimethoxybenzyl)(methyl)amino)-2-(2,6-dimethoxypyridin-4-yl)-1-(3-fluorophenyl)butan-2-ol